tert-butyl 5-(2-methyl-4-nitrophenoxy)-1,3-benzodiazole-1-carboxylate CC1=C(OC2=CC3=C(N(C=N3)C(=O)OC(C)(C)C)C=C2)C=CC(=C1)[N+](=O)[O-]